(2S,4R)-1-(2-(3-acetyl-5-(2-methylpyrimidin-5-yl)-1H-indazol-1-yl)acetyl)-4-fluoro-N-(2-fluoro-3-methylbut-2-en-1-yl)pyrrolidine-2-carboxamide C(C)(=O)C1=NN(C2=CC=C(C=C12)C=1C=NC(=NC1)C)CC(=O)N1[C@@H](C[C@H](C1)F)C(=O)NCC(=C(C)C)F